(P)-1-(5-FLUORO-2-METHOXY-4-((1R,2R)-2-(TRIFLUOROMETHYL)CYCLOPROPYL)PHENYL)-2-OXO-N-(1,2,4-THIADIAZOL-5-YL)-1,2-DIHYDROQUINOLINE-6-SULFONAMIDE FC=1C(=CC(=C(C1)N1C(C=CC2=CC(=CC=C12)S(=O)(=O)NC1=NC=NS1)=O)OC)[C@H]1[C@@H](C1)C(F)(F)F